C(C1=CC=CC=C1)OC(=O)N1CCC(CC1)OC1CC(C1)[C@]1(CN(C[C@H](N1)C)C(=O)OC(C)(C)C)C tert-butyl (3S,5R)-3-((1r,3R)-3-((1-((benzyloxy) carbonyl) piperidin-4-yl) oxy) cyclobutyl)-3,5-dimethylpiperazine-1-carboxylate